O[C@@H]1[C@@H]([C@H]2N(CCC[C@@H]2O[C@@H]1CO)C(C)=O)O ((2R,3R,4R,4aR,8aS)-3,4-dihydroxy-2-(hydroxymethyl)octahydro-5H-pyrano[3,2-b]pyridin-5-yl)ethan-1-one